ClC=1N=C(C2=C(N1)N(C=C2)[C@@H]2O[C@@H]([C@H]1OC(O[C@H]12)(C)C)CSCC=1C(=NOC1C1=CC=CC=C1)C)N 2-Chloro-7-((3aR,4R,6S,6aS)-2,2-dimethyl-6-((((3-methyl-5-phenylisoxazol-4-yl)methyl)thio)methyl)tetrahydrofuro[3,4-d][1,3]dioxol-4-yl)-7H-pyrrolo[2,3-d]pyrimidin-4-amine